(R)-6-bromo-N-(1-(3-(difluoromethyl)-2-fluorophenyl)ethyl)-2-methyl-Pyrido[2,3-d]pyrimidin-4-amine BrC1=CC2=C(N=C(N=C2N[C@H](C)C2=C(C(=CC=C2)C(F)F)F)C)N=C1